3,7-dimethyl-2,6-nonadiene-1-carbonitrile CC(=CCC#N)CCC=C(CC)C